(E)-4-hydroxy-3-methoxyphenylpropionic acid OC1=C(C=C(C=C1)C(C(=O)O)C)OC